tert-butyl 4-{4-[1-(2,6-dioxopiperidin-3-yl)-3-methyl-2-oxo-1,3-benzodiazol-5-yl]phenyl}piperazine-1-carboxylate O=C1NC(CCC1N1C(N(C2=C1C=CC(=C2)C2=CC=C(C=C2)N2CCN(CC2)C(=O)OC(C)(C)C)C)=O)=O